epoxypropaneamine C1(C(C)O1)N